3,4-Dihydro-1-methoxy-1H-benzo[c][1,2]thiazine-2,2-dioxide CON1S(CCC2=C1C=CC=C2)(=O)=O